NCC1=C(C=C(C=C1)C1=NC(=NC=C1)NC=1C=NN(C1)C)CCO 2-(2-(aminomethyl)-5-(2-((1-methyl-1H-pyrazol-4-yl)amino)pyrimidin-4-yl)phenyl)ethanol